C(C)C1=CN=C(NC1=O)C12CN(C(C1)C2)C(=O)OC(C)(C)C tert-butyl 4-(5-ethyl-6-oxo-1,6-dihydropyrimidin-2-yl)-2-azabicyclo[2.1.1]hexane-2-carboxylate